6-methoxypiperidin COC1CCCCN1